ClC=1C=C(C=CC1C(=O)N1CCN(CC1)C(=O)C1CCC1)NC1CN(C1)C1CCN(CC1)C(C(C(F)(F)F)(C1=CC=CC=C1)O)=O 1-(4-(3-(3-chloro-4-(4-(cyclobutanecarbonyl)piperazine-1-carbonyl)phenylamino)azetidin-1-yl)piperidin-1-yl)-3,3,3-trifluoro-2-hydroxy-2-phenylpropan-1-one